ClC=1C(=C(C(=CC1N1CC(CC1)(C(F)(F)F)CO)F)S(=O)(=O)N(C1=NC(=CC=C1)F)CC1=C(C=C(C=C1)OC)OC)F 3-chloro-N-(2,4-dimethoxybenzyl)-2,6-difluoro-N-(6-fluoropyridin-2-yl)-4-(3-(hydroxymethyl)-3-(trifluoromethyl)pyrrolidin-1-yl)benzenesulfonamide